OC(CO)C=1C(=C(OC=2C=C(C#N)C=C(C2)F)C=CC1S(=O)(=O)C(F)(F)F)C 3-[3-(1,2-dihydroxyethyl)-2-methyl-4-(trifluoromethylsulfonyl)phenoxy]-5-fluoro-benzonitrile